C(#N)C1=NC=CC(=C1)N1N=CC(=C1C(F)(F)F)C(=O)N 1-(2-cyanopyridin-4-yl)-5-(trifluoromethyl)-1H-pyrazole-4-carboxamide